5-(furan-2-yl)pyrazolo[1,5-a]Pyrimidine-3-carboxylic acid ethyl ester C(C)OC(=O)C=1C=NN2C1N=C(C=C2)C=2OC=CC2